4-[(2,4-dimethylthiazol-5-yl)methylamino]-N-(1-methylcyclopropyl)-3-nitrobenzenesulfonamide CC=1SC(=C(N1)C)CNC1=C(C=C(C=C1)S(=O)(=O)NC1(CC1)C)[N+](=O)[O-]